(4-((2-(4-(4-(((2S,4R)-2-methyl-1-propionyl-1,2,3,4-tetrahydroquinolin-4-yl) amino) phenyl)-1H-pyrazol-1-yl) ethyl) amino)-4-oxobutyl) carbamate C(N)(OCCCC(=O)NCCN1N=CC(=C1)C1=CC=C(C=C1)N[C@@H]1C[C@@H](N(C2=CC=CC=C12)C(CC)=O)C)=O